1-ethoxycarbonyl-3-thiophenylthioxanthone C(C)OC(=O)C1=CC(=CC=2SC3=CC=CC=C3C(C12)=O)C=1SC=CC1